5-(2-ethoxy-3-pyridinyl)-1-isopropyl-3-methyl-N-[(2-methylthiazol-4-yl)methyl]pyrazolo[4,3-b]pyridin-7-amine C(C)OC1=NC=CC=C1C1=CC(=C2C(=N1)C(=NN2C(C)C)C)NCC=2N=C(SC2)C